N-(3-methylphenyl)-4-pyridin-4-yl-1,3-thiazol-2-amine CC=1C=C(C=CC1)NC=1SC=C(N1)C1=CC=NC=C1